C(=C)S(=O)(=O)NC1=CC=C(C[C@H](N)C(=O)O)C=C1 p-vinylsulfonylamino-L-phenylalanine